(S)-chloro-5-hydroxy-3-oxohexanoic acid tert-butyl ester C(C)(C)(C)OC([C@H](C(CC(C)O)=O)Cl)=O